(2R,3R,4R,5S)-2-(hydroxymethyl)-1-{[3-({[4-(1H-pyrrol-2-yl)phenyl]amino}methyl)phenyl]methyl}piperidine-3,4,5-triol OC[C@H]1N(C[C@@H]([C@H]([C@@H]1O)O)O)CC1=CC(=CC=C1)CNC1=CC=C(C=C1)C=1NC=CC1